OCCC(=O)OC(C)(C)C tert-butyl 3-hydroxypropanoate